C(C)(C)(C)OC(=O)N(C1=CC=C(CN2N=NC(=C2)C(=O)O)C=C1)[C@@H]1C[C@@H](N(C2=CC=CC=C12)C(CC)=O)C 1-(4-((tert-butoxycarbonyl)((2s,4r)-2-methyl-1-propionyl-1,2,3,4-tetrahydroquinolin-4-yl)amino)benzyl)-1H-1,2,3-triazole-4-carboxylic acid